P(=O)(O)(O)CN1CCN2CCCN(CCN(CCC1)CCC2)CC(=O)O 2-(11-(phosphonomethyl)-1,4,8,11-tetraazabicyclo[6.6.3]heptadecan-4-yl)acetic acid